C(N)(=O)C=1C=C(C=CC1)C1=CC(=NC2=CC=C(C=C12)CC)OCC(=O)O 2-{[4-(3-carbamoylphenyl)-6-ethylquinolin-2-yl]oxy}acetic acid